C(C)N1CCC(CC1)C1=C(N=C(S1)C1=NNC(=C1C(C)C)C=1C=C(C=2N(C1)N=CN2)OC)C(F)(F)F 5-(1-ethylpiperidin-4-yl)-2-(4-isopropyl-5-(8-methoxy-[1,2,4]triazolo[1,5-a]pyridin-6-yl)-1H-pyrazol-3-yl)-4-(trifluoromethyl)thiazole